BrCCC1=CC(=C(C=C1)O)Cl 4-(2-bromoethyl)-2-chlorophenol